4-Carbamoyl-phenyl 2-(4-oxo-phenyl)-phenylpropionate O=C1CC=C(C=C1)C1=C(C=CC=C1)C(C(=O)OC1=CC=C(C=C1)C(N)=O)C